OC1=CC=C(C=C1)/C(=C(\CC)/C1=CC=CC=C1)/C1=CC=C(OCCNCCN2CCN(CC2)C=2C=C3CN(C(C3=CC2)=O)C2C(NC(CC2)=O)=O)C=C1 (Z)-3-(5-(4-(2-((2-(4-(1-(4-hydroxyphenyl)-2-phenylbut-1-en-1-yl)phenoxy)ethyl)amino)ethyl)piperazin-1-yl)-1-oxoisoindolin-2-yl)piperidine-2,6-dione